OC(CNC=1C=C(C=CC1)C=1C(NC(C1C1=CN(C2=CC=C(C=C12)F)C)=O)=O)CO 3-[3-(2,3-Dihydroxy-Propylamino)-Phenyl]-4-(5-Fluoro-1-Methyl-1h-Indol-3-Yl)-Pyrrole-2,5-Dione